5-(1-fluoro-1-((((S)-1-oxo-1-propoxypropan-2-yl)amino)(phenoxy)phosphoryl)ethyl)benzo[b]thiophene-2-carboxylic acid FC(C)(P(=O)(OC1=CC=CC=C1)N[C@H](C(OCCC)=O)C)C1=CC2=C(SC(=C2)C(=O)O)C=C1